tert-butyl (2R,4S)-2-(2-(4-(8-bromo-1H-imidazo[4,5-c]quinolin-1-yl) butoxy)-5-fluoropyridin-3-yl)-4-fluoropyrrolidine-1-carboxylate BrC1=CC=2C3=C(C=NC2C=C1)N=CN3CCCCOC3=NC=C(C=C3[C@@H]3N(C[C@H](C3)F)C(=O)OC(C)(C)C)F